C(C1=CC=CC=C1)OC1=C(C=CC(=C1)N1N=CC=N1)C(CBr)=O 1-(2-(benzyloxy)-4-(2H-1,2,3-triazol-2-yl)phenyl)-2-bromoethan-1-one